(rac)-((1s,3s)-3-Hydroxy-3-methylcyclobutyl)(6-(4-methylbenzyl)-2-azaspiro[3.4]octan-2-yl)methanon OC1(CC(C1)C(=O)N1CC2(C1)C[C@H](CC2)CC2=CC=C(C=C2)C)C |r|